N-(9-ethyl-5-fluoro-9-hydroxy-10,13-dioxo-2,3,9,10,13,15-hexahydro-1H,12H-benzo[de]pyrano[3',4':6,7]indolizino[1,2-b]quinolin-4-yl)acetamide C(C)C1(C(OCC=2C(N3CC=4C(=NC=5C=C(C(=C6C5C4CCC6)NC(C)=O)F)C3=CC21)=O)=O)O